(R)-2-(((6-chloro-3-nitropyridin-2-yl)oxy)methyl)pyrrolidine-1-carboxylic acid tert-butyl ester C(C)(C)(C)OC(=O)N1[C@H](CCC1)COC1=NC(=CC=C1[N+](=O)[O-])Cl